OCCN(C(=S)S)NC1=CC=CC=C1 N-(2-hydroxyethyl)anilinedithiocarbamic acid